1-methylcyclobutane-1-ol CC1(CCC1)O